7-(1-((2,4-diaminopyrimidin-5-yl)methyl)indolin-5-yl)-1-ethyl-6-fluoro-4-oxo-1,4-dihydroquinoline-3-carboxylic acid NC1=NC=C(C(=N1)N)CN1CCC2=CC(=CC=C12)C1=C(C=C2C(C(=CN(C2=C1)CC)C(=O)O)=O)F